C(CCC(C)C)=O iso-hexanal